methyl 5-[2-(tert-butoxy)ethoxy]-4-iodo-6-oxopyran-2-carboxylate C(C)(C)(C)OCCOC1=C(C=C(OC1=O)C(=O)OC)I